tert-butyl 4-(5-(3-chloro-4-(dimethylcarbamoyl)phenyl)pyridin-3-yl)-5,6-dihydropyridine-1(2H)-carboxylate ClC=1C=C(C=CC1C(N(C)C)=O)C=1C=C(C=NC1)C1=CCN(CC1)C(=O)OC(C)(C)C